O=C1N(CCC1)C(=O)N 2-oxo-pyrrolidine-1-carboxamide